5-(2-(4-((3-chloro-4-(trifluoromethoxy)benzyl)amino)butoxy)ethoxy)benzo[c][2,6]naphthyridine-8-carboxylic acid ClC=1C=C(CNCCCCOCCOC2=NC3=C(C4=CN=CC=C24)C=CC(=C3)C(=O)O)C=CC1OC(F)(F)F